BrC#CCC(C1=C(C=CC(=C1)F)F)C=1C(N(C=CC1)C)=O 3-(4-Bromo-1-(2,5-difluorophenyl)but-3-yn-1-yl)-1-methylpyridin-2(1H)-one